C1(=CC=CC=C1)S(=O)(=O)O.[K] potassium benzenesulfonic acid